Cl.N1C=CC=2C1=NC=CC2 1H-pyrrolo[2,3-b]Pyridine hydrochloride